5-(pyrrolidin-3-yl)-1H-pyrazole hydrochloride Cl.N1CC(CC1)C1=CC=NN1